NC1=CC=CC(=N1)S(=O)(=O)NC(=O)C=1C(=NC(=CC1)C1=CC=C(C=C1)OCC)OC1=C(C=C(C=C1)C)C N-[(6-Amino-2-pyridyl)sulfonyl]-2-(2,4-dimethylphenoxy)-6-(4-ethoxyphenyl)pyridin-3-carboxamid